rel-(R)-2-(4-(((6-(cyclopropyl(4-(trifluoromethyl)benzyl)amino)-5-fluoropyrimidin-4-yl)amino)methyl)-3,3-difluoropiperidin-1-yl)acetamide C1(CC1)N(C1=C(C(=NC=N1)NC[C@@H]1C(CN(CC1)CC(=O)N)(F)F)F)CC1=CC=C(C=C1)C(F)(F)F |o1:12|